3-(2-chlorophenyl)-1-(2-methylpyrimidin-4-yl)-1H-pyrrolo[3,2-c]pyridine ClC1=C(C=CC=C1)C1=CN(C2=C1C=NC=C2)C2=NC(=NC=C2)C